(S)-tert-butyl 4-(chloroformyl)-2-methylpiperazine-1-carboxylate ClC(=O)N1C[C@@H](N(CC1)C(=O)OC(C)(C)C)C